COC=1C=C(C=C(C1)C(F)(F)F)NC1=NC=C(C(=N1)NC1=CC=C(C=C1)C1CCNCC1)C=1C=NN(C1)C N2-(3-methoxy-5-(trifluoromethyl)phenyl)-5-(1-methyl-1H-pyrazol-4-yl)-N4-(4-(piperidin-4-yl)phenyl)pyrimidine-2,4-diamine